FC(C=1C=C(C=CC1F)C=1C=C2C(=NC1)C=NN2CC(=O)N2CC(C2)NC)F [6-[3-(Difluoromethyl)-4-fluoro-phenyl]pyrazolo[4,3-b]pyridin-1-yl]-1-[3-(methylamino)azetidin-1-yl]ethanone